C(#N)C1(C(C1)C1=CC=C(C=C1)C)C#N 1,1-dicyano-2-(p-methylphenyl)cyclopropane